(1r,4r)-4-((5-(1-(1,3-difluoropropan-2-yl)-1H-benzo[d][1,2,3]triazol-6-yl)-6-fluoro-4-methoxypyrrolo[2,1-f][1,2,4]triazin-2-yl)amino)-1-methylcyclohexan-1-ol FCC(CF)N1N=NC2=C1C=C(C=C2)C=2C(=CN1N=C(N=C(C12)OC)NC1CCC(CC1)(O)C)F